OC1CCN(CC1)CC[C@H](C=1C=NC(=CC1)C1=CN=NC=C1)NC(OC(C)(C)C)=O (R)-tert-butyl (3-(4-hydroxypiperidin-1-yl)-1-(6-(pyridazin-4-yl)pyridin-3-yl)propyl)carbamate